Cl.N[C@@H](CC(=O)OCC)C=1C=C(C=C(C1F)C(F)(F)F)C1=C(C=C(C=C1C)C(F)(F)F)O ethyl (3S)-3-amino-3-[4-fluoro-2'-hydroxy-6'-methyl-4',5-bis(trifluoromethyl)-[1,1'-biphenyl]-3-yl]propanoate hydrochloride